(R)-1-((R)-1-(2-hydroxyacetyl)pyrrolidin-3-yl)-3-(isoquinolin-4-yl)-2-oxoimidazoline-4-carbonitrile OCC(=O)N1C[C@@H](CC1)N1C(N([C@H](C1)C#N)C1=CN=CC2=CC=CC=C12)=O